FC(C(=O)N[C@H]([C@H](OC=1C=C2C=NN(C2=CC1)C=1C=C(C(=O)N[C@H]2COCC2)C=CC1)C1=CC2=C(OCCO2)C=C1)C)(C)F 3-{5-[(1R,2S)-2-(2,2-difluoropropanamido)-1-(2,3-dihydro-1,4-benzodioxin-6-yl)propoxy]-1H-indazol-1-yl}-N-[(3R)-tetrahydro-3-furanyl]benzamide